trans-benzyl(rac-(2R,3S,4S)-2-(2-chlorophenyl)-4-methyl-5-oxopyrrolidin-3-yl)carbamate C(C1=CC=CC=C1)OC(N[C@@H]1[C@H](NC([C@H]1C)=O)C1=C(C=CC=C1)Cl)=O |r|